ClC1=C(C(=NN1C)C1=NOC(=C1)C)C(=O)N1CC2(CC(C2)NCCC(C)(C)C)CC1 (5-Chloro-1-methyl-3-(5-methylisoxazol-3-yl)-1H-pyrazol-4-yl)((2s,4r)-2-((3,3-dimethylbutyl)amino)-6-azaspiro[3.4]octan-6-yl)methanone